ClC1=NC=C(C(=N1)C1=CC2=C(C=C1)OCC=1N(N=C(C12)C)C1OCCCC1)Cl 8-(2,5-dichloropyrimidin-4-yl)-1-methyl-3-(3,4,5,6-tetrahydro-2H-pyran-2-yl)-4H-chromeno[3,4-C]pyrazole